N-((1S,3S)-3-(4-amino-3-(4-((5-fluoro-2-methoxybenzamido)methyl)phenyl)-1H-pyrazolo[3,4-d]pyrimidin-1-yl)cyclopentyl)-N-methyl-1H-1,2,4-triazole-1-carboxamide NC1=C2C(=NC=N1)N(N=C2C2=CC=C(C=C2)CNC(C2=C(C=CC(=C2)F)OC)=O)[C@@H]2C[C@H](CC2)N(C(=O)N2N=CN=C2)C